CC(C)(C(CC)(C)C)C(C(C(C(=O)[O-])(C(C)(C(CC)(C)C)C)C(C)(C(CC)(C)C)C)(O)C(=O)[O-])C(=O)[O-] tri(2,3,3-trimethyl-2-pentyl)citrate